(Z)-3-(1-(4-amino-2-fluorobut-2-en-1-yl)-6-(pyrrolidin-1-carbonyl)-1H-benzo[d][1,2,3]triazol-4-yl)-N-methylbenzenesulfonamide NC\C=C(\CN1N=NC2=C1C=C(C=C2C=2C=C(C=CC2)S(=O)(=O)NC)C(=O)N2CCCC2)/F